(S)-6-Chloro-N-((4,4-difluoropyrrolidin-2-yl)methyl)pyridazin-3-amine ClC1=CC=C(N=N1)NC[C@H]1NCC(C1)(F)F